FC1=C2C=C(NC2=CC=C1N1C(C2=CC(=C(C=C2C(=C1)C(=O)N1CCCCC1)OC)OC)=O)C 2-(4-fluoro-2-methyl-1H-indol-5-yl)-6,7-dimethoxy-4-(piperidine-1-carbonyl)-1,2-dihydroisoquinolin-1-one